Ethyl 2-(5-acetamido-3-phenyl-1H-pyrazol-1-yl)acetate C(C)(=O)NC1=CC(=NN1CC(=O)OCC)C1=CC=CC=C1